ClC1=C(C=CC=C1)N1N=C2C(=C1C1=CC=C(C=C1)Cl)OCCCC2NC(=O)[C@H]2N(CCC2)S(=O)(=O)C2=CC=C(C=C2)Cl (2S)-N-(2-(2-chlorophenyl)-3-(4-chlorophenyl)-5,6,7,8-tetrahydro-2H-oxepino[3,2-c]pyrazol-8-yl)-1-((4-chlorophenyl)sulfonyl)pyrrolidine-2-carboxamide